[Cl-].C(=O)(O)CCCC[N+]1=CC=C(C=C1)C=1C2=CC=C(N2)C(=C2C=CC(C(=C3C=CC(=C(C=4C=CC1N4)C4=CC=NC=C4)N3)C3=CC=NC=C3)=N2)C2=CC=NC=C2 1-(4-carboxybutyl)-4-(10,15,20-tris(pyridin-4-yl)porphyrin-5-yl)pyridin-1-ium chloride